C(CCCCCCC)N(C1=CC=CC2=CC=CC=C12)C1=CC=CC=C1 N-octylphenyl-α-naphthylamine